C1(CC1)CN1N=NC2=NN(C(C(=C21)C=2C=NC(=CC2)C2CC2)=O)C2=CC1=CN(N=C1C=C2)C 1-(cyclopropylmethyl)-7-(6-cyclopropylpyridin-3-yl)-5-(2-methyl-2H-indazol-5-yl)-1,5-dihydro-6H-[1,2,3]triazolo[4,5-c]pyridazin-6-one